(R)-3-chloro-1-(oxazol-5-yl)propan-1-ol ClCC[C@@H](O)C1=CN=CO1